OC1=C(C=C(C=C1)CO)N1N=C2C(=N1)C=CC=C2 2-[2'-hydroxy-5'-(hydroxymethyl)phenyl]-2H-benzotriazole